(E)-3-methylpent-2,4-dien-1-ylacetate C\C(=C/CCC(=O)[O-])\C=C